4-(tetrahydro-2H-pyran-4-yl)-8-(2,3,5-trifluorophenyl)quinolin-3-amine O1CCC(CC1)C1=C(C=NC2=C(C=CC=C12)C1=C(C(=CC(=C1)F)F)F)N